N-(2-amino-1-(3-chloro-phenyl)ethyl)-1-(5-methyl-2-((tetra-hydrofuran-3-yl)amino)pyrimidin-4-yl)-1H-imidazole-4-carboxamide NCC(C1=CC(=CC=C1)Cl)NC(=O)C=1N=CN(C1)C1=NC(=NC=C1C)NC1COCC1